FC1=C(C(=C(C=C1OC)OC)F)N1C(N(C2=C(C1)C=NC1=C2C=CN1)CC)=S 3-(2,6-difluoro-3,5-dimethoxyphenyl)-1-ethyl-1,3,4,7-tetrahydro-2H-pyrrolo[3',2':5,6]pyrido[4,3-d]pyrimidine-2-thione